trans-1,1-difluoro-5-(5-(2-methyl-2H-pyrazolo[3,4-b]pyridin-5-yl)[1,3]thiazolo[5,4-b]pyridin-2-yl)spiro[2.3]hexan-5-ol FC1(CC12CC(C2)(O)C=2SC1=NC(=CC=C1N2)C2=CC=1C(N=C2)=NN(C1)C)F